ClC=1N=NC(=CC1N1C[C@@H](N(C[C@@H]1CO)C(=O)OC(C)(C)C)C)Cl Tert-butyl (2S,5R)-4-(3,6-dichloropyridazin-4-yl)-5-(hydroxymethyl)-2-methylpiperazine-1-carboxylate